(S)-2-Methyl-5-((1-methylazetidin-2-yl)methoxy)-N-(1-(phenanthren-9-yl)cyclopropyl)benzamide CC1=C(C(=O)NC2(CC2)C=2C3=CC=CC=C3C=3C=CC=CC3C2)C=C(C=C1)OC[C@H]1N(CC1)C